C(C)(C)(C)OC(=O)N1CCC(CC1)C1=CC=C(C=C1)C=1C=C(C2=CN(N=C2C1Cl)C(C(=O)O)C1=C2N(C=N1)C[C@@H](C2)F)Cl 2-(6-(4-(1-(tert-butoxycarbonyl)piperidin-4-yl)phenyl)-4,7-dichloro-2H-indazol-2-yl)-2-((R)-6-fluoro-6,7-dihydro-5H-pyrrolo[1,2-c]imidazol-1-yl)acetic acid